NC1=CC=C(C=C1)N1C(C2N(C(C1)C2)C)=O 3-(4-aminophenyl)-6-methyl-3,6-diazabicyclo[3.1.1]heptane-2-one